ClC=1N=C(C2=C(N1)C(=C(N=C2)Cl)F)N2CC(CCC2)(C)C(=O)OC(C)(C)C tert-butyl (1-(2,7-dichloro-8-fluoropyrido[4,3-d]pyrimidin-4-yl)-3-methylpiperidin-3-yl)carboxylate